3-(2,6-dioxopiperidin-3-yl)-5-methyl-6-(piperazin-1-yl)thieno[2,3-d]pyrimidine-2,4(1H,3H)-dione hydrochloride Cl.O=C1NC(CCC1N1C(NC2=C(C1=O)C(=C(S2)N2CCNCC2)C)=O)=O